3-((4-(tert-butyl)phenyl)amino)cyclopentane-1-carboxamide C(C)(C)(C)C1=CC=C(C=C1)NC1CC(CC1)C(=O)N